triethoxy-2-thienylsilane C(C)O[Si](C=1SC=CC1)(OCC)OCC